C(CCCCCCCCC)C=1C=C(C(=C(C1)O)[C@@H]1C=C(CC[C@H]1C(=C)C)C)O 5-decyl-2-((1R,6R)-3-methyl-6-(prop-1-en-2-yl)cyclohex-2-enyl)benzene-1,3-diol